2-methyl-2-(1-((5-nitro-1-p-toluenesulfonyl-1H-pyrrolo[2,3-b]pyridin-4-yl)amino)piperidin-4-yl)propionitrile CC(C#N)(C)C1CCN(CC1)NC1=C2C(=NC=C1[N+](=O)[O-])N(C=C2)S(=O)(=O)C2=CC=C(C)C=C2